9-(((1-methylpiperidin-4-yl)methyl)(octylsulfinyl)amino)heptadecane-1,17-diyl bis(3-butylnonanoate) C(CCC)C(CC(=O)OCCCCCCCCC(CCCCCCCCOC(CC(CCCCCC)CCCC)=O)N(S(=O)CCCCCCCC)CC1CCN(CC1)C)CCCCCC